NC=1C=CC(=NC1N)C1=C(C=C(C=C1C)C)O 2-(5,6-diamino-2-pyridyl)-3,5-dimethyl-phenol